(E)-N'-(2-fluoro-5-methoxybenzylidene)-6-(6-(2-hydroxyethoxy)pyridin-3-yl)pyrazine-2-carbohydrazide FC1=C(\C=N\NC(=O)C2=NC(=CN=C2)C=2C=NC(=CC2)OCCO)C=C(C=C1)OC